BrC1=CC=C(C=C1)C1CC(OC=2CC(CC(C12)=O)(C)C)=O 4-(4-bromophenyl)-7,7-dimethyl-4,6,7,8-tetrahydro-2H-chromene-2,5(3H)-dione